S(=O)(=O)(C1=CC=C(C)C=C1)OC[C@H]1CN(CCO1)C(=O)OC(C)(C)C (R)-tert-butyl 2-((tosyloxy)methyl)morpholine-4-carboxylate